Diallylether methacrylate C(C(=C)C)(=O)O.C(C=C)OCC=C